hexyl 8-((2-hydroxyethyl)amino)octanoate OCCNCCCCCCCC(=O)OCCCCCC